N1=C(C=CC=2CCCNC12)CCCCC(/C=C/C=1C=NC(=NC1)C(F)(F)F)=O (E)-7-(5,6,7,8-tetrahydro-1,8-naphthyridin-2-yl)-1-(2-(trifluoromethyl)pyrimidin-5-yl)hept-1-en-3-one